FC1=C2C=CNC2=CC(=C1OC=1C=CC(=C(C1)C1=NC(=C2N1C=CC=C2)C(C)C=2C(=C(C=CC2)CCC(=O)OCC)F)F)F Ethyl 3-(3-(1-(3-(5-((4,6-difluoro-1H-indol-5-yl)oxy)-2-fluorophenyl)imidazo[1,5-a]pyridin-1-yl)ethyl)-2-fluorophenyl)propanoate